FC1=C(C(=O)N2CCN(CC2)C(CNCCOCCNC(C=CC=2OC(=CC2)N2C(CN(CC2)C(C=C)=O)=O)=O)=O)C=C(C=C1)CC1=NNC(C2=CC=CC=C12)=O N-[2-[2-[[2-[4-[2-fluoro-5-[(4-oxo-3H-phthalazin-1-yl)methyl]benzoyl]piperazin-1-yl]-2-oxo-ethyl]amino]ethoxy]ethyl]-3-[5-(2-oxo-4-prop-2-enoyl-piperazin-1-yl)-2-furyl]propenamide